Cl.N[C@H](CC1=C(C2=C(N=C(N=C2NCC=2OC=CC2)C)N1)F)C 6-[(2S)-2-aminopropyl]-5-fluoro-N-[(furan-2-yl)methyl]-2-methyl-7H-pyrrolo[2,3-d]pyrimidin-4-amine hydrochloride